monohexyl-d-valerolactone C(CCCCC[2H])C1C(=O)OCCC1